CN1C(\C(\C2=CC=CC=C12)=C/1\C(N(C2=CC=CC=C12)CCNC(C=C)=O)=O)=O (E)-N-(2-(1'-methyl-2,2'-dioxo-[3,3'-biindolinylidene]-1-yl)ethyl)acrylamide